(S)-(3-((5-amino-7-((1-((tert-butyldiphenylsilyl)oxy)hexan-3-yl)amino)-3-methyl-1H-pyrazolo[4,3-d]pyrimidin-1-yl)methyl)-4-methoxyphenyl)methanol NC=1N=C(C2=C(N1)C(=NN2CC=2C=C(C=CC2OC)CO)C)N[C@H](CCO[Si](C2=CC=CC=C2)(C2=CC=CC=C2)C(C)(C)C)CCC